5-(methylamino)-pentanol CNCCCCCO